5-bromo-1-[(3S)-oxolan-3-yl]indazole BrC=1C=C2C=NN(C2=CC1)[C@@H]1COCC1